N-(5-((6-((S)-3-benzylisoxazolidine-2-yl)pyrimidine-4-yl)amino)-2-((1R,4R)-2-oxa-5-azabicyclo[2.2.1]heptane-5-yl)-4-methoxy-phenyl)acrylamide C(C1=CC=CC=C1)[C@@H]1N(OCC1)C1=CC(=NC=N1)NC=1C(=CC(=C(C1)NC(C=C)=O)N1[C@H]2CO[C@@H](C1)C2)OC